C1(CC1)C(CCCCCCCC)C(C(=O)O)CCCCNC(=O)OCC1=CC=CC=C1.C(C1=CC=CC=C1)(=O)OC(=O)NCCCCCC(=O)OC(CCCCCCCC)C1CC1 1-cyclopropylnonyl 6-(((benzoyloxy)carbonyl)amino)hexanoate (1-cyclopropylnonyl 6-(((benzyloxy)carbonyl)amino)hexanoate)